ClC1=C(C(=CC=C1)Cl)N1N=C(C(=C1)NC1=CC=C(C=C1)C1=NN=CN1CCN(C)C)C(=O)N 1-(2,6-dichlorophenyl)-4-((4-(4-(2-(dimethylamino)ethyl)-4H-1,2,4-triazol-3-yl)phenyl)amino)-1H-pyrazole-3-carboxamide